5-((4-Fluoro-1-(1-methyl-1H-pyrazol-4-yl)-1H-indazol-6-yl)oxy)-5,6,7,8-tetrahydronaphthalene-2-carbonitrile FC1=C2C=NN(C2=CC(=C1)OC1C=2C=CC(=CC2CCC1)C#N)C=1C=NN(C1)C